BrC1=CC2=C(N(C(=N2)CCCC(=O)O)C)C=C1 4-(5-bromo-1-methyl-benzimidazol-2-yl)butanoic acid